ClC1=C(C=C(OC=2N=NNC2C(=O)O)C=C1)OC1CC1 4-(4-chloro-3-cyclopropoxyphenoxy)-1H-1,2,3-triazole-5-carboxylic acid